CCOCCNC(C1=CN=CC(=C1N1CC2(CCCN2)CC1)C1=CC(=CC(=C1)F)F)=O N-2-ethoxyethyl-4-(1,7-diaza-7-spiro[4.4]nonyl)-5-(3,5-difluorophenyl)nicotinamide